6-oxo-N-[(1s,4s)-4-{[6-chloro-2-(trifluoromethyl)quinolin-4-yl]amino}cyclohexyl]spiro[3.3]heptane-2-carboxamide O=C1CC2(CC(C2)C(=O)NC2CCC(CC2)NC2=CC(=NC3=CC=C(C=C23)Cl)C(F)(F)F)C1